(R)-3-(difluoromethyl)-1-methyl-N-[1,1,3-trimethylindan-4-yl]pyrazole-4-carboxamide FC(C1=NN(C=C1C(=O)NC1=C2[C@@H](CC(C2=CC=C1)(C)C)C)C)F